trans-4-((3-((2r,5r)-5-(1,3-dioxoisoindolin-2-yl)-1,3-dioxan-2-yl)propyl)(3-fluoro-4-methoxybenzyl)amino)benzonitrile O=C1N(C(C2=CC=CC=C12)=O)[C@H]1CO[C@@H](OC1)CCCN(C1=CC=C(C#N)C=C1)CC1=CC(=C(C=C1)OC)F